[Sb].[Ti] titanium-antimony